P(=O)(O)(O)O.FC=1C=C(C=CC1C=1C=NC(=CC1)C=1N=NN(N1)CC)N1C(O[C@H](C1)C(C1CC1)O)=O (R)-3-(3-fluoro-4-(6-(2-ethyl-2H-tetrazol-5-yl)pyridin-3-yl)phenyl)-5-(1-hydroxy-1-cyclopropylmethyl)oxazolidin-2-one phosphate